ClC1=CN=C(O1)C1=C(C2=C(N(C(N(C2=O)C(C(=O)O)(C)C)=O)C[C@H](OC(C)C)C2=CC=CC=C2)S1)C 2-[6-(5-chloro-1,3-oxazol-2-yl)-5-methyl-2,4-dioxo-1-[(2R)-2-phenyl-2-(prop-2-yloxy)ethyl]-1H,2H,3H,4H-thieno[2,3-d]pyrimidin-3-yl]-2-methylpropionic acid